2-(4-((4-hydroxypiperidin-1-yl)sulfonyl)piperidine-1-carbonyl)anthracene-9,10-dione OC1CCN(CC1)S(=O)(=O)C1CCN(CC1)C(=O)C1=CC=2C(C3=CC=CC=C3C(C2C=C1)=O)=O